C(C)(C)(C)C1CCN(CC1)C(C(=O)NCC1=C2CN(C(C2=CC=C1)=O)C1C(NC(CC1)=O)=O)=O 2-(4-(tert-butyl)piperidin-1-yl)-N-((2-(2,6-dioxopiperidin-3-yl)-1-oxoisoindolin-4-yl)-methyl)-2-oxoacetamide